OC1CCC(CC1)NC1=NN2C(S1)=NC=C2C=2C=C(C=CC2)C(C)=O 1-[3-[2-[(4-hydroxycyclohexyl)amino]imidazo[2,1-b][1,3,4]thiadiazol-5-yl]phenyl]ethanone